FC(C1=NN2C(N=C(C=C2NC[C@](C)(C2=CC=C(C=C2)F)C2CN(C2)C=2C=CC(N(N2)C)=O)C(F)(F)F)=C1)(F)F (S)-6-(3-(1-((2,5-bis(trifluoromethyl)pyrazolo[1,5-a]pyrimidin-7-yl)amino)-2-(4-fluorophenyl)propan-2-yl)azetidin-1-yl)-2-methylpyridazin-3(2H)-one